rac-N-[(4-tert-butyl-2,5-dioxoimidazolidin-4-yl)methyl]-2-(4-fluorophenyl)-2H-1,2,3-triazole-4-carboxamide C(C)(C)(C)[C@@]1(NC(NC1=O)=O)CNC(=O)C1=NN(N=C1)C1=CC=C(C=C1)F |r|